N-(7-(hydroxyamino)-7-oxoheptyl)cyclohexane-1-carboxamide ONC(CCCCCCNC(=O)C1CCCCC1)=O